[Si](C)(C)(C(C)(C)C)O[C@@H](CC(=O)OC)CN[C@@H](C)C1=C(C(=CC(=C1)F)Cl)COC1=CC=C(C=C1)OC (S)-Methyl 3-(tert-butyldimethylsilyloxy)-4-((S)-1-(3-chloro-5-fluoro-2-((4-methoxy-phenoxy)methyl) phenyl)ethylamino)butanoate